(S)-2-amino-3-(4-(5-(4',6-dimethoxybiphenyl-3-yl)-1,2,4-oxadiazol-3-yl)phenyl)propanamide N[C@H](C(=O)N)CC1=CC=C(C=C1)C1=NOC(=N1)C=1C=C(C(=CC1)OC)C1=CC=C(C=C1)OC